5,6-dihydrobenzo[c][2,7]Naphthyridine-1-carboxylate C=1(C=2C3=C(NCC2C=NC1)C=CC=C3)C(=O)[O-]